2-bromo-N-(5-(3,4-difluorophenoxy)pyridin-2-yl)propanamide BrC(C(=O)NC1=NC=C(C=C1)OC1=CC(=C(C=C1)F)F)C